(4-((4-(1-ethyl-3-(pyridin-3-yl)-1H-pyrazol-4-yl)pyrimidin-2-yl)amino)phenyl)(8-methyl-3,8-diazabicyclo[3.2.1]octan-3-yl)methanone C(C)N1N=C(C(=C1)C1=NC(=NC=C1)NC1=CC=C(C=C1)C(=O)N1CC2CCC(C1)N2C)C=2C=NC=CC2